2-bromo-4-(3,5-difluorophenyl)-5,6-dihydro-4H-pyrrolo[1,2-b]pyrazole BrC=1C=C2N(N1)CCC2C2=CC(=CC(=C2)F)F